C(C)(C)(C)NC1CN(CC1)C=1N=NC(=CN1)C1=C(C=C(C=C1)C1=CC=C2C(=N1)N=NN2C)O 2-{3-[3-(tert-butylamino)pyrrolidin-1-yl]-1,2,4-triazin-6-yl}-5-(1-methyl-1H-[1,2,3]triazolo[4,5-b]pyridin-5-yl)phenol